mono-isooctyl maleate (mono-2-ethylhexyl maleate) C(C)C(C/C(/C(=O)O)=C/C(=O)O)CCCC.C(\C=C/C(=O)O)(=O)OCCCCCC(C)C